C(CCC)OC(C=C)=O butyl-acrylate